lithium-sodium manganese [Mn].[Na].[Li]